C(C)[C@H]1[C@H](OC(C1)=O)COC1=NC=CC2=CC(=C3C(=C12)CC(O3)C)C(=O)N 1-(((2S,3R)-3-ethyl-5-oxotetrahydrofuran-2-yl)methoxy)-8-methyl-8,9-dihydrofuro[2,3-h]isoquinoline-6-carboxamide